OC([C@@]12CCC[C@H]1[C@@H]1CC=C3CCCC[C@]3(C)[C@H]1CC2)(OC2OCCC2)O (1S,3R)-dihydroxy-(20S)-tetrahydrofuryloxy-androst-5-ene